tri(2-methylaminoethyl)amine CNCCN(CCNC)CCNC